FC=1C=CC(=NC1)CC1CC2(CN(C2)C(=O)N2C[C@@H]3[C@@H](OCC(N3)=O)CC2)C1 (4aR,8aS)-6-[6-[(5-fluoro-2-pyridyl)methyl]-2-azaspiro[3.3]heptane-2-carbonyl]-4,4a,5,7,8,8a-hexahydropyrido[4,3-b][1,4]oxazin-3-one